FC(OC(OC(C(OC)(F)F)(F)F)(F)F)F [(difluoromethoxy)difluoromethoxy]-1,1,2,2-tetrafluoro-2-methoxyethane